3-(4-Cyclobutoxybenzyl)-1-(4-fluorobenzyl)-1-(2-(piperidin-1-yl)ethyl)urea C1(CCC1)OC1=CC=C(CNC(N(CCN2CCCCC2)CC2=CC=C(C=C2)F)=O)C=C1